(5-(4,6-dimorpholino-1,3,5-triazin-2-yl)benzo[d]oxazol-2-yl)amine O1CCN(CC1)C1=NC(=NC(=N1)N1CCOCC1)C=1C=CC2=C(N=C(O2)N)C1